CC1CC(CCCCCCCC\C=C/C1)=O (Z)-3-methyl-cyclotetradec-5-enone